4-{5-[(R)-(1,3-Dimethyl-azetidin-3-yl)-(4-ethyl-phenyl)-hydroxy-methyl]-pyridin-3-yl}-2-(6-methyl-pyridin-2-yl)-but-3-yn CN1CC(C1)(C)[C@](C=1C=C(C=NC1)C#CC(C)C1=NC(=CC=C1)C)(O)C1=CC=C(C=C1)CC